FC=1C=C(C=CC1C1=CC(NC=C1)=O)NC([C@H](C(C1=CC=CC=C1)C1=CC=CC=C1)NC(OC(C)(C)C)=O)=O tert-butyl (S)-(1-((3-fluoro-4-(2-oxo-1,2-dihydropyridin-4-yl)phenyl)amino)-1-oxo-3,3-diphenylpropan-2-yl)carbamate